FC=1C=C(C(=O)N)C=CC1N1CCC(CC1)(CO)F 3-fluoro-4-(4-fluoro-4-(hydroxymethyl)piperidin-1-yl)benzamide